FC1=C(C=C(C=C1)F)[C@@H]1N(CCC1)C1=NC=2N(C=C1)N=CC2NC(=O)N2C[C@H](CC2)O (S)-N-(5-((R)-2-(2,5-difluorophenyl)pyrrolidin-1-yl)pyrazolo[1,5-a]pyrimidin-3-yl)-3-hydroxypyrrolidine-1-carboxamide